COC1=C(OCC(CCC)=O)C=C(C=C1)[N+](=O)[O-] 1-(2-methoxy-5-nitrophenoxy)pentan-2-one